1,3-dichloroacetone sodium bicarbonate potassium hydroxide [OH-].[K+].C([O-])(O)=O.[Na+].ClCC(=O)CCl